N1C=CN=C(C=C1)C(=O)[O-] [1,4]diazepine-5-carboxylate